1-(3-hydroxypropyl)-4-methyl-3-{2-methyl-6-[4-(trifluoromethyl)phenoxy]pyrimidin-4-yl}-1H,4H,5H-pyrrolo[3,2-b]pyridin-5-one OCCCN1C=C(C=2N(C(C=CC21)=O)C)C2=NC(=NC(=C2)OC2=CC=C(C=C2)C(F)(F)F)C